O=C1OC2=C(N1)C=C(C=C2)C(=O)N 2-oxo-3H-1,3-benzoxazole-5-carboxamide